(2S)-2-amino-5-carbamimidamido-N-[(1S)-1-(methylcarbamoyl)-2-(oxan-4-yl)ethyl]pentanamide N[C@H](C(=O)N[C@@H](CC1CCOCC1)C(NC)=O)CCCNC(=N)N